CN(C(C)=O)C1CN(CC1)C(=O)OC(C)(C)C tert-butyl 3-(N-methylacetamido)pyrrolidine-1-carboxylate